3-Methoxyphenyl diphenylphosphinodithioate C1(=CC=CC=C1)P(=S)(SC1=CC(=CC=C1)OC)C1=CC=CC=C1